2-(7-Phenyl-2-azaspiro[3.5]nonane-2-carbonyl)-7-oxa-5-azaspiro[3.4]octan-6-one C1(=CC=CC=C1)C1CCC2(CN(C2)C(=O)C2CC3(C2)NC(OC3)=O)CC1